N12CC3CCC3CCCCCCS(NC(C3=CC=C(OCC4(C1)CC=CC1=CC=CC=C14)C2=C3)=O)(=O)=O spiro[naphthalene-1,22'-[20]oxa[13]thia[1,14]diazatetracyclo[14.7.2.0~3,6~.0~19,24~]pentacosa[16,18,24]trien]-15'-one 13',13'-dioxide